p-dibromoxylene CC1C=C(C=CC1(C)Br)Br